FC1=C(C#N)C(=CC(=C1)CC(C)C)C=1C[C@@H](N(CC1)CC=1N=NC=CC1)C 2-Fluoro-6-((2S)-2-methyl-1-((pyridazin-3-yl)methyl)-1,2,3,6-tetrahydropyridin-4-yl)-4-isobutylbenzonitrile